4-(difluoromethyl)-N-[4-fluoro-5-[6-[rac-(2R)-2-methylmorpholin-4-yl]pyridin-3-yl]-2-[rac-(3S,5R)-3,4,5-trimethylpiperazin-1-yl]phenyl]-6-oxo-1H-pyridine-3-carboxamide FC(C=1C(=CNC(C1)=O)C(=O)NC1=C(C=C(C(=C1)C=1C=NC(=CC1)N1C[C@H](OCC1)C)F)N1C[C@@H](N([C@@H](C1)C)C)C)F |r|